NC1=C(C(=NN1C(C)C1CC1)C1=CC=C(C=C1)CNC(C1=C(C=CC=C1)OC)=O)C#N N-[[4-[5-amino-4-cyano-1-(1-cyclopropylethyl)pyrazol-3-yl]phenyl]methyl]-2-methoxy-benzamide